O[C@@H]1[C@@H](CCC1)NCC1=CC(=C2CNC(C2=C1)=O)C(F)(F)F 6-({[(1R,2S)-2-hydroxycyclopentyl]amino}methyl)-4-(trifluoromethyl)-2,3-dihydro-isoindol-1-one